O[C@@H]1CC2=CC[C@H]3[C@@H]4CC(=C([C@@]4(C)CC[C@@H]3[C@]2(CC1)C)N1C=NC2=C1C=CC=C2)CNC2=CC=CC=C2 3β-Hydroxy-17-(1H-benzimidazol-1-yl)-16-((phenylamino)methyl)-androsta-5,16-diene